(2-chloro-6-methyl-4-pyridinyl)-2-(4-fluorophenyl)pyrazolo[1,5-a]pyrimidin-5-amine ClC1=NC(=CC(=C1)C=1C(=NN2C1N=C(C=C2)N)C2=CC=C(C=C2)F)C